C1(CCCCC1)[SiH2][Zr](Cl)Cl cyclohexylsilyl-dichloroZirconium